N,N,N',N'-tetra-p-tolyl-4,4'-diaminobiphenyl C1(=CC=C(C=C1)N(C1=CC=C(C=C1)C1=CC=C(C=C1)N(C1=CC=C(C=C1)C)C1=CC=C(C=C1)C)C1=CC=C(C=C1)C)C